methyl 4-(4-((4'-chloro-4-cyano-[1,1'-biphenyl]-2-yl)(hydroxy)methyl)piperidin-1-yl)benzoate ClC1=CC=C(C=C1)C1=C(C=C(C=C1)C#N)C(C1CCN(CC1)C1=CC=C(C(=O)OC)C=C1)O